(R)-2-methyl-3-(1-((2-methyl-8-(1-methylcyclopropoxy)-6-morpholinyl-7-oxo-6,7-dihydropyrido[4,3-d]pyrimidin-4-yl)amino)ethyl)benzonitrile CC1=C(C#N)C=CC=C1[C@@H](C)NC=1C=2C(N=C(N1)C)=C(C(N(C2)N2CCOCC2)=O)OC2(CC2)C